di-naphthylmethanedisulfonic acid C1(=CC=CC2=CC=CC=C12)C(S(=O)(=O)O)(S(=O)(=O)O)C1=CC=CC2=CC=CC=C12